FC=1C2(N(C3=CC=C(C=C3C1)C(F)(F)F)CC(C(N2)=O)(C)C)C2=CC=CC=C2 5-Fluoro-2,2-dimethyl-4a-phenyl-8-(trifluoromethyl)-1,2,4,4a-tetrahydro-3H-pyrimido[1,2-a]quinolin-3-one